N[C@H]1CN(CCC1)C(CCC=1N=C(N(C1)C1=CC=CC=C1)NC(C1=CC(=CC=C1)C=1C=NNC1)=O)=O (R)-N-(4-(3-(3-aminopiperidin-1-yl)-3-oxopropyl)-1-phenyl-1H-imidazol-2-yl)-3-(1H-pyrazol-4-yl)benzamide